2-(2-(cyclopropanesulfonamido)thiazol-4-yl)-N-(4-(5-(difluoromethoxy)pyridin-3-yl)-2-fluorophenyl)butanamide C1(CC1)S(=O)(=O)NC=1SC=C(N1)C(C(=O)NC1=C(C=C(C=C1)C=1C=NC=C(C1)OC(F)F)F)CC